COC1=C(N=C2C(=N1)NC(=N2)C(F)(F)F)NC2=C(C(=CC=C2)C(F)(F)F)F 6-METHOXY-N-(2-FLUORO-3-(TRIFLUOROMETHYL)PHENYL)-2-(TRIFLUOROMETHYL)-1H-IMIDAZO[4,5-B]PYRAZIN-5-AMINE